C=CCCC(CCC=C)O nona-1,8-dien-5-ol